4-(1-(3-amino-5-(trifluoromethyl)phenyl)ethyl)-6-methoxy-2-methyl-N7-(tetrahydro-2H-pyran-4-yl)quinazoline-4,7-diamine NC=1C=C(C=C(C1)C(F)(F)F)C(C)C1(NC(=NC2=CC(=C(C=C12)OC)NC1CCOCC1)C)N